N-erucyl-behenamide calcium Magnesium [Mg].[Ca].C(CCCCCCCCCCC\C=C/CCCCCCCC)NC(CCCCCCCCCCCCCCCCCCCCC)=O